Ethyl 4-(1-hydroxy-1-methylethyl)-2-propylimidazole-5-carboxylate OC(C)(C)C=1N=C(NC1C(=O)OCC)CCC